2,6-Dichloro-N-(2-hydroxypropyl)-N-[(4-methoxyphenyl)methyl]pyridine-3-carboxamide ClC1=NC(=CC=C1C(=O)N(CC1=CC=C(C=C1)OC)CC(C)O)Cl